2-(tert-butyl)-1-methylpiperazine C(C)(C)(C)C1N(CCNC1)C